[Si](C)(C)(C(C)(C)C)OCC1(CC1)CO[C@]1(N(C(C2=CC(=CC=C12)C(CO)(C)O)=O)CC1=CC=C(C=C1)Cl)C1=CC=C(C=C1)Cl (3R)-3-((1-(((tert-Butyldimethylsilyl)oxy)methyl)cyclopropyl)methoxy)-2-(4-chlorobenzyl)-3-(4-chlorophenyl)-6-(1,2-dihydroxypropan-2-yl)isoindolin-1-one